BrC=1C=CC(=NC1)[C@@H](C)OCC(=O)N1CC2(CC2)CC1 (R)-2-(1-(5-bromopyridin-2-yl)ethoxy)-1-(5-azaspiro[2.4]hept-5-yl)ethanone